O[C@H]1[C@@H](O[C@@H]([C@H]([C@@H]1O)O)CO)N1C=C(C2=CC=CC=C12)CC(=O)O 2-(1-((2R,3R,4S,5S,6R)-3,4,5-trihydroxy-6-(hydroxymethyl)tetrahydro-2H-pyran-2-yl)-1H-indol-3-yl)acetic acid